CC1=C(C(=O)O)C=CC(=C1)O.OC1=CC=C(C(=O)OC)C=C1 Methyl p-hydroxybenzoate (Methyl p-hydroxybenzoate)